N-[4-[4-[[2-(4-chlorophenyl)-4,4-dimethylcyclohexen-1-yl]methyl]piperazin-1-yl]-2-(1H-pyrrolo[2,3-b]pyridin-5-yloxy)phenyl]sulfonylthieno[2,3-b]pyridine-4-carboxamide ClC1=CC=C(C=C1)C1=C(CCC(C1)(C)C)CN1CCN(CC1)C1=CC(=C(C=C1)S(=O)(=O)NC(=O)C=1C2=C(N=CC1)SC=C2)OC=2C=C1C(=NC2)NC=C1